NC1=NN2C(C=C(C=C2)C=2C(=C(C(=O)NCC(C(O)C3=CC=C(C=C3)F)(C)F)C(=CC2)C)F)=N1 (2-amino-[1,2,4]triazolo[1,5-a]pyridin-7-yl)-2-fluoro-N-(2-fluoro-3-(4-fluorophenyl)-3-hydroxy-2-methylpropyl)-6-methylbenzamide